(3-methyl-4-(trifluoromethyl)phenyl)(4-(5-(methylamino)isoxazol-3-yl)piperidin-1-yl)methanone CC=1C=C(C=CC1C(F)(F)F)C(=O)N1CCC(CC1)C1=NOC(=C1)NC